ClC1=CC=C(C=C1)C(C(=O)N1CCN(CC1)C1=CC=C(C=N1)C1=CC(=CC=2N1C(=CN2)C#N)C=2C=NN(C2)C)N(C)C 5-(6-(4-(2-(4-chlorophenyl)-2-(dimeth-ylamino)acetyl)piperazin-1-yl)pyridin-3-yl)-7-(1-methyl-1H-pyrazol-4-yl)imidazo[1,2-a]pyridine-3-carbonitrile